manganese hydroxide cobalt hydroxide [Co](O)O.[OH-].[Mn+2].[OH-]